IC1C(N(C2=C(OC13CC3)C=CC=N2)C)=O iodo-5'-methyl-3'H-spiro[cyclopropane-1,2'-pyrido[3,2-b][1,4]oxazepin]-4'(5'H)-one